C(C)(C)(C)C1=CC=C(CNC2=CC=C(C=C2)CC(=O)O)C=C1 (4-((4-(tert-butyl)benzyl)amino)phenyl)acetic acid